N1C(=CC2=CC=CC=C12)C(C)C1=CNC2=CC=CC=C12 3-(1-(1H-indol-2-yl)ethyl)-1H-indole